(S,E)-2-((tert-butyldimethylsilyl)oxy)-3-(octadec-2-en-1-yloxy)propan-1-ol [Si](C)(C)(C(C)(C)C)O[C@@H](CO)COC\C=C\CCCCCCCCCCCCCCC